3-((7-methoxyimidazo[1,2-a]pyridin-6-yl)thio)-3-methylbutan-1-ol COC1=CC=2N(C=C1SC(CCO)(C)C)C=CN2